OC(=CC=CC=CC(=O)O)C=CC=CC=CCCCC(CCCCC)O 7,17-dihydroxy-docosahexaenoic acid